4-(7-(2-cyano-3-methylbut-2-enamido)-1H-indazol-3-yl)pyridin C(#N)C(C(=O)NC=1C=CC=C2C(=NNC12)C1=CC=NC=C1)=C(C)C